COC=1C=CC(=NC1)OC(=S)OC1=NC=C(C=C1)OC bis[(5-methoxypyridin-2-yl)oxy]methanthione